(6aS,8R)-2-chloro-6a-(difluoromethyl)-5,6,6a,7,8,9-hexahydropyrrolo[1',2':4,5]-pyrazino[2,3-c]pyridazin-8-amine ClC=1C=C2C(=NN1)NC[C@]1(N2C[C@@H](C1)N)C(F)F